9,9-bis(6-(2-hydroxy-ethyl)-2-naphthyl)fluorene OCCC=1C=C2C=CC(=CC2=CC1)C1(C2=CC=CC=C2C=2C=CC=CC12)C1=CC2=CC=C(C=C2C=C1)CCO